NC1=C(C(=NC=N1)N[C@H]1O[C@@H]([C@H]([C@H]1O)O)CO)[N+](=O)[O-] (2S,3R,4S,5R)-2-[(6-amino-5-nitropyrimidin-4-yl)amino]-5-(hydroxymethyl)oxolane-3,4-diol